FC=1C=CC=C2CCC(C(C12)NC1=C(C(C1=O)=O)NC1=C(C(=NC=C1)C(=O)N(C)C)O)(C)C 4-((2-((8-fluoro-2,2-dimethyl-1,2,3,4-tetrahydronaphthalen-1-yl)amino)-3,4-dioxocyclobut-1-en-1-yl)amino)-3-hydroxy-N,N-dimethylpicolinamide